Cl.NC\C=C(\CN1N=NC2=C1C=C(C=C2C2=CC(=CC=C2)S(=O)(=O)N2CCCC2)C(=O)N(C)OC)/F (Z)-1-(4-amino-2-fluorobut-2-en-1-yl)-N-methoxy-N-methyl-4-(3-(pyrrolidin-1-ylsulfonyl)phenyl)-1H-benzo[d][1,2,3]triazol-6-carboxamide Hydrochloride